3-(piperidin-4-yl)propan-1-amine N1CCC(CC1)CCCN